FC1=C(N=C2N(C1=O)CC[C@H](N2CC(C(C)C)=O)C(F)(F)F)N2CC1CCC(C2)O1 (S)-3-Fluoro-9-(3-methyl-2-oxobutyl)-2-(8-oxa-3-aza-bicyclo[3.2.1]oct-3-yl)-8-trifluoromethyl-6,7,8,9-tetrahydro-pyrimido[1,2-a]-pyrimidin-4-one